C[C@@H](CN1[C@@H](CCC1)C(=O)O)COS1C=CC=C1 1-[(2S)-2-methyl-3-thiol-1-oxypropyl]-L-proline